6-Methyl-3',6'-dihydro[3,4'-bipyridine]-1'(2'H)-carboxylic acid tert-butyl ester C(C)(C)(C)OC(=O)N1CCC(=CC1)C=1C=NC(=CC1)C